ClC1=C(C(=O)NCCO\N=C\[C@]2([C@@H](N3C(C[C@H]3S2(=O)=O)=O)C(=O)OC(C2=CC=CC=C2)C2=CC=CC=C2)C)C=CC(=C1O)O (2S,3R,5R)-benzhydryl 3-((E)-((2-(2-chloro-3,4-dihydroxybenzamido)ethoxy)imino)methyl)-3-methyl-7-oxo-4-thia-1-azabicyclo[3.2.0]heptane-2-carboxylate 4,4-dioxide